CS(=O)(=O)NC1=CC=C(C(=O)O)C=C1 4-(methanesulfonamido)benzoic acid